CC1=NC(=CC(=C1)C=1NC2=CC=C(C=C2C1C(C)C)C1CCN(CC1)C(CC1C(NC(N1C)=O)=O)=O)C 5-(2-(4-(2-(2,6-dimethylpyridin-4-yl)-3-isopropyl-1H-indol-5-yl)piperidin-1-yl)-2-oxoethyl)-1-methylimidazolidine-2,4-dione